9,9-bis(benzoyloxymethyl)fluorene C(C1=CC=CC=C1)(=O)OCC1(C2=CC=CC=C2C=2C=CC=CC12)COC(C1=CC=CC=C1)=O